C1(CCCCC1)C(S(=O)(=O)O)N Cyclohexyl-aminomethanesulfonic acid